(2R,3R,4S,5S)-2-(4-Amino-7H-pyrrolo[2,3-d]pyrimidin-7-yl)-5-((((3-methyl-5-phenylpyridin-4-yl)methyl)thio)methyl)tetrahydrofuran-3,4-diol NC=1C2=C(N=CN1)N(C=C2)[C@@H]2O[C@@H]([C@H]([C@H]2O)O)CSCC2=C(C=NC=C2C2=CC=CC=C2)C